3-(phenylthio)quinoxalinone C1(=CC=CC=C1)SC=1C(NC2=CC=CC=C2N1)=O